tribenzylsilylium tetrakis(2,3,4,5-tetrafluorophenyl)borate FC1=C(C=C(C(=C1F)F)F)[B-](C1=C(C(=C(C(=C1)F)F)F)F)(C1=C(C(=C(C(=C1)F)F)F)F)C1=C(C(=C(C(=C1)F)F)F)F.C(C1=CC=CC=C1)[Si+](CC1=CC=CC=C1)CC1=CC=CC=C1